NC1=CC(=CC=2N(C(NC21)=S)CC2=CC=CC=C2)C=2C(=NOC2C)C 4-amino-1-benzyl-6-(3,5-dimethylisoxazol-4-yl)-1H-benzo[d]imidazole-2(3H)-thione